4-(3-chloro-2-fluorophenyl)-7-((4,4-difluoro-1,3-dimethylpyrrolidin-3-yl)ethynyl)quinazoline-4,6-diamine ClC=1C(=C(C=CC1)C1(NC=NC2=CC(=C(C=C12)N)C#CC1(CN(CC1(F)F)C)C)N)F